NC(=O)CC=1C(NC(N([C@H]2[C@H](O)[C@H](O)[C@@H](CO)O2)C1)=O)=O 5-Aminoformylmethyluridine